(R)-2-(6-chloropyrimidine-4-yl)-3-phenylisoxazolidine ClC1=CC(=NC=N1)N1OCC[C@@H]1C1=CC=CC=C1